C(CCCCCC(C)C)(=O)OC(CCCCCC(C)C)=O isononanoic anhydride